NC1=NC=C(C2=C1N=C(N=C2)C2=CC(=CC=C2)C#C[C@]2(C(N(CC2)C)=O)O)C=2C=NN(C2)CCCC#N (R)-4-[4-[8-Amino-2-[3-[2-(3-hydroxy-1-methyl-2-oxo-pyrrolidin-3-yl)ethynyl]phenyl]pyrido[3,4-d]pyrimidin-5-yl]pyrazol-1-yl]butanenitrile